CC=1C(=NC(=NC1)NC1=CC=NN1C)C=1N=C(OC1)C(=O)NCCC=1C=NC=NC1 4-(5-methyl-2-((1-methyl-1H-pyrazol-5-yl)amino)pyrimidin-4-yl)-N-(2-(pyrimidin-5-yl)ethyl)oxazole-2-carboxamide